8-(4-((5-Isopropoxypyridin-2-yl)oxy)-3,3-dimethylpiperidin-1-yl)-5-methyl-6-oxo-5,6-dihydro-1,5-naphthyridin-2-carbonitril C(C)(C)OC=1C=CC(=NC1)OC1C(CN(CC1)C1=CC(N(C=2C=CC(=NC12)C#N)C)=O)(C)C